[N+](=[N-])=CC(CC[C@@H](C(=O)OC(C)C)NC(CS(=O)C(C)C)=O)=O isopropyl (2S)-6-diazo-2-(2-(isopropylsulfinyl) acetamido)-5-oxohexanoate